(2S,3R,4R)-1-acetyl-2-ethyl-N-(2-hydroxyethyl)-3-methyl-4-((4-methylpyrimidin-2-yl)amino)-1,2,3,4-tetrahydroquinoline-6-carboxamide C(C)(=O)N1[C@H]([C@@H]([C@H](C2=CC(=CC=C12)C(=O)NCCO)NC1=NC=CC(=N1)C)C)CC